[I-].C(CCCCC)OC=1C(=NSN1)C1=CCC[N+](C1)(C)C(CCCCCCCCC)OC(C(C)C)=O 5-(4-(Hexyloxy)-1,2,5-thiadiazol-3-yl)-1-(1-(isobutyryloxy)decyl)-1-methyl-1,2,3,6-tetrahydropyridin-1-ium iodide